N-(5-ETHYL-3-METHYL-1-((2-(TRIMETHYLSILYL)ETHOXY)METHYL)-1H-INDAZOL-4-YL)-N-METHYL-1-(4-METHYLPYRIDIN-2-YL)-1H-PYRAZOLE-4-SULFONAMIDE C(C)C=1C(=C2C(=NN(C2=CC1)COCC[Si](C)(C)C)C)N(S(=O)(=O)C=1C=NN(C1)C1=NC=CC(=C1)C)C